C1CC2=NC3=C(C=C21)CC3 1,2,4,5-Tetrahydrodicyclobuta[b,e]pyridine